3-(1-(4-methoxybenzyl)-1H-1,2,3-triazol-4-yl)bicyclo[1.1.1]Pentan-1-amine COC1=CC=C(CN2N=NC(=C2)C23CC(C2)(C3)N)C=C1